Br[SiH2][Si](Br)(Br)Br tetrabromodisilane